BrC=1N=C(SC1)[C@H]([C@@H](C(=O)N1N[C@@H](CCC1)C(=O)OC)NC(=O)OC(C)(C)C)N1CC(C1)OC methyl (S)-1-((2S,3S)-3-(4-bromothiazol-2-yl)-2-((tert-butoxycarbonyl)amino)-3-(3-methoxyazetidin-1-yl)propanoyl)hexahydropyridazine-3-carboxylate